FC=1C=C(C=NC1O)N1N=C2N(C1=O)C(CC2)C2=CC=CC=C2 2-(5-fluoro-6-hydroxy-3-pyridinyl)-5-phenyl-6,7-dihydro-5H-pyrrolo[2,1-c][1,2,4]triazol-3-one